21-hydroxy-docosahexaenoic acid OC(CCCCCCCC=CC=CC=CC=CC=CC=CC(=O)O)C